6-(Piperazin-1-yl)-N-((1r,4r)-4-((3-(trifluoromethyl)-[1,2,4]triazolo[4,3-b]pyridazin-6-yl)oxy)cyclohexyl)nicotinamide N1(CCNCC1)C1=NC=C(C(=O)NC2CCC(CC2)OC=2C=CC=3N(N2)C(=NN3)C(F)(F)F)C=C1